3-(5-(((1R,2S)-2-aminocyclohexyl)methyl)-7-fluoro-1-oxoisoindolin-2-yl)piperidine-2,6-dione N[C@@H]1[C@H](CCCC1)CC=1C=C2CN(C(C2=C(C1)F)=O)C1C(NC(CC1)=O)=O